4-[(2R,6S)-2,6-dimethylmorpholin-4-yl]methyl-4-methoxypiperidine-1-carboxylic acid tert-butyl ester C(C)(C)(C)OC(=O)N1CCC(CC1)(OC)CN1C[C@H](O[C@H](C1)C)C